2,3,5,6-tetrafluorotrichloromethylbenzene FC1=C(C(=C(C=C1F)F)F)C(Cl)(Cl)Cl